diphenyl-(4-thiophenylphenyl)sulfonium C1(=CC=CC=C1)[S+](C1=CC=C(C=C1)C=1SC=CC1)C1=CC=CC=C1